N1(CCCCC1)N1C(NC=C1)=O piperidinodihydroimidazolone